F/C=C(\CNC(OC(C)(C)C)=O)/COC=1C=C2CCN(C(C2=CC1)=O)C(C)C (E)-tert-butyl (3-fluoro-2-(((2-isopropyl-1-oxo-1,2,3,4-tetrahydroisoquinolin-6-yl)oxy)methyl)allyl)carbamate